OC(CC#N)C1=NC=CC=C1 3-hydroxy-3-(pyridin-2-yl)propanenitrile